(S)-3-Fluoro-9-(2-fluoro-3-methylbutyl)-2-((R)-3-methyl-morpholin-4-yl)-8-trifluoromethyl-6,7,8,9-tetrahydropyrimido-[1,2-a]pyrimidin-4-one FC1=C(N=C2N(C1=O)CC[C@H](N2CC(C(C)C)F)C(F)(F)F)N2[C@@H](COCC2)C